C(C)(C)(C)OCC1=C(C(N(C1=O)NC1=NC(=C(C=C1)C(F)(F)F)Cl)=O)C 4-{(tert-Butoxy)methyl}-1-{[6-chloro-5-(trifluoromethyl)(2-pyridyl)]amino}-3-methylazoline-2,5-dione